BrC=1C=C(C=C2C(N(C(=NC12)C1CCOCC1)C1CC1)=O)Cl 8-bromo-6-chloro-3-cyclopropyl-2-tetrahydropyran-4-yl-quinazolin-4-one